CN1CC2=C(C=C(C=C2CC1)C=1N=C2C(=NC1)NC=C2C2=CC(=C(C(=O)N(C)C)C=C2)C)C 4-[2-(2,8-dimethyl-1,2,3,4-tetrahydroisoquinolin-6-yl)-5H-pyrrolo[2,3-b]pyrazin-7-yl]-N,N,2-trimethylbenzamide